2-(ethylamino)ethyl 3-fluoro-5-(2-(3-(6-methylpyridin-2-yl)-4-(quinolin-4-yl)-1H-pyrazol-1-yl)acetamido)benzoate FC=1C=C(C(=O)OCCNCC)C=C(C1)NC(CN1N=C(C(=C1)C1=CC=NC2=CC=CC=C12)C1=NC(=CC=C1)C)=O